6,7-dimethyl-3,4-dihydroisoquinoline CC=1C=C2CCN=CC2=CC1C